C1(CC1)C1=CC=2N(C=C1N=C(C1=CC=CC=C1)C1=CC=CC=C1)C=C(N2)C N-(7-cyclopropyl-2-methylimidazo[1,2-a]pyridin-6-yl)-1,1-diphenylmethanimine